pentaerythritol tetrakis(glycolate) C(CO)(=O)OCC(COC(CO)=O)(COC(CO)=O)COC(CO)=O